3-[(3R)-3-fluorotetrahydro-1H-pyrrol-1-yl]propan-1-ol F[C@H]1CN(CC1)CCCO